C(C)(C)(C)OC(=O)N1C=C(C2=CC=CC=C12)C(C(=O)OC)C 3-(1-Methoxy-1-oxopropan-2-yl)-1H-indole-1-carboxylic acid tert-butyl ester